P(=O)(O)(O)OP(=O)(O)O.P(O)(O)(O)=O phosphoric acid pyrophosphoric acid salt